6-((2R,3R)-3-aminotetrahydro-2H-pyran-2-yl)-N-benzyl-2-chloro-7-methylthieno[3,2-d]pyrimidin-4-amine N[C@H]1[C@@H](OCCC1)C1=C(C=2N=C(N=C(C2S1)NCC1=CC=CC=C1)Cl)C